BrC=1C2=C(N(CCC1C(=O)NNC(=O)C1CC1)S(=O)(=O)C1=CC(=C(C=C1)OC)F)C=CC=C2 5-bromo-N'-(cyclopropanecarbonyl)-1-((3-fluoro-4-methoxyphenyl)sulfonyl)-2,3-dihydro-1H-benzo[b]azepine-4-carbohydrazide